ClC1=C(C(=CC=2C(=CCCC12)C=1C=NC(=NC1)NC)C#N)OCCCl 4-chloro-3-(2-chloroethoxy)-8-(2-(methylamino)pyrimidin-5-yl)-5,6-dihydronaphthalene-2-carbonitrile